FC=1C=C(CC=2C=C3C(=NNC3=CC2)NC(C2=C(C=C(C=C2)N2CCN(CC2)C2CCN(CC2)CC=2C=C3CN(C(C3=CC2)=O)C2C(NC(CC2)=O)=O)NC2CCOCC2)=O)C=C(C1)F N-(5-(3,5-difluorobenzyl)-1H-indazol-3-yl)-4-(4-(1-((2-(2,6-dioxopiperidin-3-yl)-1-oxoisoindolin-5-yl)methyl)piperidin-4-yl)piperazin-1-yl)-2-((tetrahydro-2H-pyran-4-yl)amino)benzamide